[4-[4-methyl-5-(trifluoromethoxy)-2-pyridinyl]phenyl]methanol Methyl-5-nitro-2-[1-(2,2,2-trifluoroethyl)-1H-pyrazol-4-yl]benzoate CC=1C(=C(C(=O)OCC2=CC=C(C=C2)C2=NC=C(C(=C2)C)OC(F)(F)F)C=C(C1)[N+](=O)[O-])C=1C=NN(C1)CC(F)(F)F